(R)-3-(1-acetyl-4-methoxypiperidin-4-yl)-5-((1-(3-(difluoromethyl)-2-fluorophenyl)ethyl)amino)-1-methyl-1,8-naphthyridin-2(1H)-one C(C)(=O)N1CCC(CC1)(OC)C=1C(N(C2=NC=CC(=C2C1)N[C@H](C)C1=C(C(=CC=C1)C(F)F)F)C)=O